N-(4-cyanophenyl)-2-(1H-imidazol-1-yl)pyrimidine-4-carboxamide C(#N)C1=CC=C(C=C1)NC(=O)C1=NC(=NC=C1)N1C=NC=C1